C(#N)N1C[C@H](CC1)C(=O)NC=1N=CN(C1)C1=CC=C(C=C1)OC (S)-1-cyano-N-(1-(4-methoxyphenyl)-1H-imidazol-4-yl)pyrrolidine-3-carboxamide